Tert-butyl (S) and (R)-(cyclopropyl(5-sulfamoylthiophen-2-yl)methyl)(methyl)carbamate C1(CC1)[C@@H](C=1SC(=CC1)S(N)(=O)=O)N(C(OC(C)(C)C)=O)C |r|